CC1(CCC1)NC(C)C=1C=C(C=2N(C(C(=CN2)C=2C=C(C#N)C=C(C2)C2(CC(C2)C)C2=NN=CN2C)=O)C1)C(F)(F)F 3-[7-[1-[(1-methylcyclobutyl)amino]ethyl]-4-oxo-9-(trifluoromethyl)pyrido[1,2-a]pyrimidin-3-yl]-5-[3-methyl-1-(4-methyl-1,2,4-triazol-3-yl)cyclobutyl]benzonitrile